ClC1=CC(=C(S1)C1=CC=C(C(=N1)C)O[C@@H]1C[C@H](CCC1)C(=O)O)COC(N(C)CC)=O (1S,3S)-3-((6-(5-chloro-3-(((ethyl(methyl)carbamoyl)oxy)methyl)thiophen-2-yl)-2-methylpyridin-3-yl)oxy)cyclohexane-1-carboxylic acid